4-chloro-N-(2,6-dioxopiperidin-3-yl)-1H-pyrrolo[2,3-b]pyridine-3-carboxamide ClC1=C2C(=NC=C1)NC=C2C(=O)NC2C(NC(CC2)=O)=O